O-propargyl uridine-3'-phosphorothioate P(O)(O)(=S)O[C@H]1[C@H]([C@@H](O[C@@H]1CO)N1C(=O)NC(=O)C=C1)OCC#C